BrC=1C(=NC(=CN1)C=1N=NN(C1COC1OCCCC1)C)C(=O)Cl 3-bromo-6-(1-methyl-5-(((tetrahydro-2H-pyran-2-yl)oxy)methyl)-1H-1,2,3-triazol-4-yl)pyrazine-2-carbonyl chloride